N,N-Dimethyl-1-(4-((R)-pyrrolidin-3-yl)morpholin-2-yl)methanamine CN(CC1CN(CCO1)[C@H]1CNCC1)C